2,4-dimethylpentadienylethylcyclopentadienylruthenium CC(=C[Ru](C1C=CC=C1)CC)C=C(C)C